FC1=C(C=C(CC2=NNC(C3=CC=CC=C23)=O)C=C1)P1(CCN(CC1)C1=NC=CC=C1C(C)=O)=O 4-(4-fluoro-3-(4-oxido-1-(3-(acetyl)pyridin-2-yl)-1,4-azaphosphinan-4-yl)benzyl)phthalazin-1(2H)-one